CN1C(=NC2=C1C=CC=C2)C=2C=C(C1=C(N(C(=N1)CCC)CC1=CC=C(C=C1)C=1C(=CC=CC1)C#N)C2)C 4'-[(1,4'-dimethyl-2'-propyl-[2,6'-bi-1H-benzimidazole]-1'-yl)methyl]biphenyl-2-carbonitrile